2-methyl-3-oxomethyl-4-pentenamide CC(C(=O)N)C(C=C)C=O